BrC1=C(N)C(=CC(=C1C)C)[N+](=O)[O-] 2-bromo-3,4-dimethyl-6-nitro-aniline